acetamidoamyl-acrylamide C(C)(=O)NCCCCCC(C(=O)N)=C